(R)-2-(((S)-3-(3-chlorophenyl)-6-(piperidin-1-yl)hexyl)(methyl)amino)-2-(3-methyl-2-((1r,4R)-4-(trifluoromethoxy)cyclohexyl)phenyl)acetic acid ClC=1C=C(C=CC1)[C@H](CCN([C@@H](C(=O)O)C1=C(C(=CC=C1)C)C1CCC(CC1)OC(F)(F)F)C)CCCN1CCCCC1